5-[(5-chloro-1H-pyrrolo[2,3-b]pyridin-3-yl)methyl]-N-[[6-(trifluoromethyl)pyridin-3-yl]methyl]pyridin-2-amine ClC=1C=C2C(=NC1)NC=C2CC=2C=CC(=NC2)NCC=2C=NC(=CC2)C(F)(F)F